FC=1C=C(N2N=C(N=CC21)N[C@H]2[C@@H](CN(CC2)S(=O)(=O)C)O)C(C(F)(F)F)C (3R,4R)-4-((5-fluoro-7-(1,1,1-trifluoropropan-2-yl)pyrrolo[2,1-f][1,2,4]triazin-2-yl)amino)-1-(methylsulfonyl)piperidin-3-ol